NC1=C(N=CC2=C(C(=CC=C12)F)C1=C(C=NN1CC1=CC=C(C=C1)OC)OC)C(=O)NCCC 4-amino-7-fluoro-8-(4-methoxy-1-(4-methoxybenzyl)-1H-pyrazol-5-yl)-N-propylisoquinoline-3-carboxamide